(1RS,2RS,7SR,8RS,9Z)-9-ethylidene-3-oxatricyclo[6.2.1.0~2,7~]undecane C(/C)=C\1/[C@H]2[C@@H]3CCCO[C@@H]3[C@@H](C1)C2 |r|